N'-(4-(2-hydroxyethyl)phenyl)-N,N-dimethylformamidine OCCC1=CC=C(C=C1)N=CN(C)C